FC=1C2=C(C=C3C=NNC13)N(C(=C2C2=CC=C(C(=O)O)C=C2)[C@](COC)(CC)O)C2=CC(=C(C=C2)F)C (S)-4-(8-fluoro-5-(4-fluoro-3-methylphenyl)-6-(2-hydroxy-1-methoxybutan-2-yl)-1,5-dihydropyrrolo[2,3-f]indazol-7-yl)benzoic acid